4-[3-hydroxy-6-(2-methyl-3-trifluoromethyl-phenyl)-pyridin-2-yl]-4-oxo-butyric acid ethyl ester C(C)OC(CCC(=O)C1=NC(=CC=C1O)C1=C(C(=CC=C1)C(F)(F)F)C)=O